FC(CN1C(=NC=2C1=NC(=CN2)C2=CNC=1N=C(N=C(C12)NC)NC1CCC(CC1)C(=O)N(C)C)C)F (1r,4r)-4-((5-(1-(2,2-difluoroethyl)-2-methyl-1H-imidazo[4,5-b]pyrazin-6-yl)-4-(methylamino)-7H-pyrrolo[2,3-d]pyrimidin-2-yl)amino)-N,N-dimethylcyclohexane-1-carboxamide